tris(trimethylsilyl)arsine C[Si](C)(C)[As]([Si](C)(C)C)[Si](C)(C)C